4-((1-(2-(piperidin-4-yloxy)ethyl)piperidin-4-yl)oxy)benzene N1CCC(CC1)OCCN1CCC(CC1)OC1=CC=CC=C1